C(C)(C)(C)OC(CCOCCOCC[N+](C)(C)C)=O 2-(2-(3-(Tert-butoxy)-3-oxopropoxy)ethoxy)-N,N,N-trimethylethanaminium